NC=1C(=C(C=2N(C1)C(=CN2)C2=CC=CC=C2)Br)O 6-amino-8-bromo-3-phenylimidazo[1,2-a]pyridin-7-ol